5-(2,2-difluoroethyl)-4,6-dimethoxy-pyrimidin-2-amine FC(CC=1C(=NC(=NC1OC)N)OC)F